4-(3,5-difluorophenoxy)-5,6-dihydro-7H-cyclopenta[d]pyrimidin-7-one FC=1C=C(OC=2C3=C(N=CN2)C(CC3)=O)C=C(C1)F